C(C1=CC(C(=O)OCC(CCC)C)=CC=C1)(=O)OCC(CCC)C Di(2-methylpentyl) isophthalate